1-(2-aminopyrimidin-5-yl)-3-[1-(3-ethyl-5-fluoro-1-benzofuran-2-yl)-2,2,2-trifluoroethyl]urea NC1=NC=C(C=N1)NC(=O)NC(C(F)(F)F)C=1OC2=C(C1CC)C=C(C=C2)F